(E)-4-methyl-5-(3-(5-methylthiophen-2-yl)acryloyl)thieno[2,3-b]pyridin-6(7H)-one CC=1C2=C(NC(C1C(\C=C\C=1SC(=CC1)C)=O)=O)SC=C2